NC1=C(C(=NC=N1)OC1=C(C=C(C=C1)C1=NN(C(=C1C(=O)N)C(F)(F)F)C1=NC=CC=C1F)F)Cl [4-(6-amino-5-chloro-pyrimidin-4-yl)oxy-3-fluoro-phenyl]-1-(3-fluoro-2-pyridinyl)-5-(trifluoromethyl)pyrazole-4-carboxamide